2-bromo-4-methyl-1,3-benzothiazole-6-carboxylic acid methyl ester COC(=O)C1=CC2=C(N=C(S2)Br)C(=C1)C